(S)-(4-(4-((3-(2,3-difluoro-4-methoxyphenyl)imidazo[1,2-a]pyrazin-8-yl)amino)-2-methylbenzoyl)piperazin-1-yl)(4,4-dimethyl-pyrrolidin-2-yl)methanone hydrochloride Cl.FC1=C(C=CC(=C1F)OC)C1=CN=C2N1C=CN=C2NC2=CC(=C(C(=O)N1CCN(CC1)C(=O)[C@H]1NCC(C1)(C)C)C=C2)C